3-Methyl-6-nitro-1H-indazole-1-carboxylic acid tert-butyl ester C(C)(C)(C)OC(=O)N1N=C(C2=CC=C(C=C12)[N+](=O)[O-])C